t-butyl perbenzoate sodium peracetate C(C)(=O)O[O-].[Na+].C1=CC=CC=C1C(=O)OOC(C)(C)C